3-bromo-2-(chloromethyl)-5-fluoropyridine BrC=1C(=NC=C(C1)F)CCl